C(C1=CC=CC=C1)OC(=O)N1[C@H]2[C@H](N(C[C@@H]1CC2)C(C(C2=CC=CC=C2)C2=CC=CC=C2)=O)C(=O)O (1R,2S,5S)-8-((benzyloxy)carbonyl)-3-(2,2-diphenylacetyl)-3,8-diaza-bicyclo[3.2.1]octane-2-carboxylic acid